C(C)(C)(C)OC(NC1CCC(CC1)OCC)=O (1r,4r)-4-ethoxycyclohexylcarbamic acid tert-butyl ester